CC(=CCCC(CCO)=C)C 7-Methyl-3-methylene-6-octen-1-ol